N-[(1R)-2-[[4-(7-chloro-2-oxo-indolin-5-yl)-5-methoxy-1-methyl-pyrazol-3-yl]methoxy]-1-methyl-ethyl]-5-fluoro-2-formyl-N-methyl-1H-pyrrole-3-carboxamide ClC=1C=C(C=C2CC(NC12)=O)C=1C(=NN(C1OC)C)COC[C@@H](C)N(C(=O)C1=C(NC(=C1)F)C=O)C